N-(8-(methylamino)-5-(5-nitrobenzo[d]oxazol-2-yl)-2,7-naphthyridin-3-yl)cyclopropanecarboxamide CNC=1N=CC(=C2C=C(N=CC12)NC(=O)C1CC1)C=1OC2=C(N1)C=C(C=C2)[N+](=O)[O-]